P(=O)(O)(O)C1=CC=C(C=C1)C1=CC(=CC(=C1)C1=CC=C(C=C1)P(=O)(O)O)C1=CC=C(C=C1)P(=O)(O)O 1,3,5-tris(4-phosphonophenyl)benzene